BrC1=C(C=C(C=C1)C1=NN(C2=C1C=NC=1C=CC(=CC21)OC)C2=CC(=C(C=C2)C)C)Cl 3-(4-bromo-3-chlorophenyl)-1-(3,4-dimethylphenyl)-8-methoxy-1H-pyrazolo[4,3-c]quinoline